4-Bromo-2-(methylthio)-1-((2-(trimethylsilyl)ethoxy)methyl)-1H-imidazole BrC=1N=C(N(C1)COCC[Si](C)(C)C)SC